CC1=C(N=C(O1)C1=CC=CC=C1)C(C(=O)O)([2H])[2H] 2-(5-methyl-2-phenyloxazol-4-yl)acetic acid-2,2-d